aluminum tri-citrate C(CC(O)(C(=O)[O-])CC(=O)[O-])(=O)[O-].C(CC(O)(C(=O)[O-])CC(=O)[O-])(=O)[O-].C(CC(O)(C(=O)[O-])CC(=O)[O-])(=O)[O-].[Al+3].[Al+3].[Al+3]